3-[3-[3-[4-[3-(3,4-Dihydroxyphenyl)prop-2-enoyl]-3-hydroxyphenyl]prop-2-enoyloxy]-4-hydroxyphenyl]prop-2-enoic acid OC=1C=C(C=CC1O)C=CC(=O)C1=C(C=C(C=C1)C=CC(=O)OC=1C=C(C=CC1O)C=CC(=O)O)O